ClC1=C2C=NN(C2=CC(=C1)CC(=O)NC1=CC(=NC=C1)C(=O)O)CC1=CC=C(C=C1)OC 4-[[2-[4-chloro-1-[(4-methoxyphenyl)methyl]indazol-6-yl]acetyl]amino]pyridine-2-carboxylic acid